FC1(CC1)C(=O)N[C@H](C(=O)N1[C@@H](C[C@H](C1)O)C(=O)NCC1=C(OCCCCCCCC(=O)O)C=C(C=C1)C1=C(N=CS1)C)C(C)(C)C 8-(2-(((2s,4r)-1-((S)-2-(1-fluorocyclopropane-1-carboxamido)-3,3-dimethylbutyryl)-4-hydroxypyrrolidine-2-carboxamido)methyl)-5-(4-methylthiazol-5-yl)phenoxy)octanoic acid